((1-(3-((R)-1-amino-2-hydroxyethyl)-1,2,4-oxadiazol-5-yl)-3-(carboxymethyl)cyclobutyl)carbamoyl)-L-allothreonine N[C@@H](CO)C1=NOC(=N1)C1(CC(C1)CC(=O)O)NC(=O)N[C@@H]([C@@H](O)C)C(=O)O